C(CCCCC)OC(CC1=CC=CC=C1)=O phenyl-acetic acid hexyl ester